N[Si](OC)(OC)C amino-endo-methyldimethoxysilane